acetic acid 1-((5-(3-(2,6-dichlorophenyl) azetidin-1-yl) pyridin-2-yl) methyl)-3-methylazetidin-3-yl ester ClC1=C(C(=CC=C1)Cl)C1CN(C1)C=1C=CC(=NC1)CN1CC(C1)(C)OC(C)=O